(4S,5S)-7-ethyl-4-(4-fluorophenyl)-6-oxo-1-phenyl-5-[3-(trifluoromethyl)benzamido]-4H,5H-pyrazolo[3,4-b]pyridine-3-carboxylic acid C(C)N1C2=C([C@@H]([C@@H](C1=O)NC(C1=CC(=CC=C1)C(F)(F)F)=O)C1=CC=C(C=C1)F)C(=NN2C2=CC=CC=C2)C(=O)O